C(C)OC(CS(=O)C1=C(C=C(C=C1)C(=O)N1C(CN(CC1)C1=CC(=CC=C1)Cl)C)F)=O.OC1CC(C1)C1=CC=CC=2N(C(N(C21)C)=O)COCC[Si](C)(C)C (3-hydroxycyclobutyl)-3-methyl-1-(2-trimethylsilylethoxymethyl)benzimidazol-2-one Ethyl-2-((4-(4-(3-chlorophenyl)-2-methylpiperazine-1-carbonyl)-2-fluorophenyl)sulfinyl)acetate